N-(2-amino-2-methylpropyl)-6-(5-cyano-1H-indol-2-yl)pyrazine-2-carboxamide NC(CNC(=O)C1=NC(=CN=C1)C=1NC2=CC=C(C=C2C1)C#N)(C)C